1,1',1'',1'''-[disulfanediylbis(carbonothioylnitrilo)]tetraethane S(SC(=S)N(CC)CC)C(=S)N(CC)CC